COC(C1=C(C(=C(C=C1C)OCCC=C)C)O)=O.C1(CCCC1)CCNC(C1=CC(=CC=C1)NC1=CC(=C(C=C1)OCC1=NC=CC=C1)O)=O N-(2-cyclopentylethyl)-3-((3-hydroxy-4-(pyridin-2-ylmethoxy)phenyl)amino)benzamide methyl-4-(but-3-en-1-yloxy)-2-hydroxy-3,6-dimethylbenzoate